ethylene glycol bis-aminoethyl ether chlorine lutetium [Lu].[Cl].NC(COCCO)N